FC1=C(C=C(C(=C1)[N+](=O)[O-])F)N1CCN(CC1)C 1-(2,5-difluoro-4-nitrophenyl)-4-methylpiperazine